tert-butyl (4-(4-hydrazineyl-4-oxobutan-2-yl)pyridin-2-yl)carbamate N(N)C(CC(C)C1=CC(=NC=C1)NC(OC(C)(C)C)=O)=O